tert-butyl 6-[[3-fluoro-4-(2,2,2-trifluoroacetyl)phenyl]methyl]-2-azaspiro[3.3]heptane-2-carboxylate FC=1C=C(C=CC1C(C(F)(F)F)=O)CC1CC2(CN(C2)C(=O)OC(C)(C)C)C1